(1S,3S)-3,4,4-trifluorocyclohexan-1-ol F[C@H]1C[C@H](CCC1(F)F)O